6-(dimethylamino)naphthalen-1-ol CN(C=1C=C2C=CC=C(C2=CC1)O)C